C(=O)C1(N(NC2=C1CNCC2)CCCC#C)C(=O)OC(C)(C)C Tert-Butyl 3-formyl-2-(pent-4-yn-1-yl)-2,4,6,7-tetrahydro-5H-pyrazolo[4,3-c]pyridine-3-carboxylate